The molecule is a branched amino tetrasaccharide consisting of N-acetyl-D-glucosamine at the reducing end having an alpha-L-fucosyl residue attached at the 3-position and an alpha-L-fucosyl-(1->2)-beta-D-galactosyl moiety attached at the 4-position. It has a role as an antigen. It is an amino tetrasaccharide and a glucosamine oligosaccharide. C[C@H]1[C@H]([C@H]([C@@H]([C@@H](O1)O[C@@H]2[C@H]([C@H]([C@H](O[C@H]2O[C@@H]3[C@H](OC([C@@H]([C@H]3O[C@H]4[C@H]([C@@H]([C@@H]([C@@H](O4)C)O)O)O)NC(=O)C)O)CO)CO)O)O)O)O)O